6-(6-(Trifluoromethyl)pyridin-2-yl)-N2,N4-bis((R)-1,1,1-trifluoropropan-2-yl)-1,3,5-triazine-2,4-diamine FC(C1=CC=CC(=N1)C1=NC(=NC(=N1)N[C@@H](C(F)(F)F)C)N[C@@H](C(F)(F)F)C)(F)F